FC(CCS(=O)(=O)C=1C=C(OC[C@H]2OC2)C=CC1)(F)F (S)-2-((3-((3,3,3-trifluoropropyl)sulfonyl)phenoxy)methyl)oxirane